N1=C(N=C(N=C1C1=CC=C(C=C1O)OCCCCCCCCCCCO)C1=CC=C(C=C1O)OCCCCCCCCCCCO)C1=CC=C(C=C1O)OCCCCCCCCCCCO 6,6',6''-(1,3,5-triazine-2,4,6-triyl)tris(3-((11-hydroxyundecyl)oxy)phenol)